3-(6-(((3R,4R)-1-(5-chloro-4-((1-methyl-2-oxoindolin-6-yl)amino)pyrimidin-2-yl)-3-methylpiperidin-4-yl)amino)-1-methyl-1H-indazol-3-yl)piperidine-2,6-dione ClC=1C(=NC(=NC1)N1C[C@H]([C@@H](CC1)NC1=CC=C2C(=NN(C2=C1)C)C1C(NC(CC1)=O)=O)C)NC1=CC=C2CC(N(C2=C1)C)=O